N-((2-(2,6-dioxopiperidin-3-yl)-4-fluoro-1,3-dioxoisoindolin-5-yl)methyl)-4,9-dioxo-4,9-dihydronaphtho[2,3-b]furan-2-carboxamide O=C1NC(CCC1N1C(C2=CC=C(C(=C2C1=O)F)CNC(=O)C1=CC2=C(O1)C(C1=CC=CC=C1C2=O)=O)=O)=O